[2-(phenylethynyl)phenyl]acetonitrile C1(=CC=CC=C1)C#CC1=C(C=CC=C1)CC#N